vinyl phenyl thioether C1(=CC=CC=C1)SC=C